3-Ethoxy-5-{6-[2-(5-fluoro-quinolin-6-yl)-ethylamino]-pyrimidin-4-yl}-thiophene C(C)OC1=CSC(=C1)C1=NC=NC(=C1)NCCC=1C(=C2C=CC=NC2=CC1)F